selenium cyanomethyl-benzamide C(#N)CC1=C(C(=O)N)C=CC=C1.[Se]